2-(2,6-dioxopiperidin-3-yl)-4-hydroxy-isoindole-1,3-dione O=C1NC(CCC1N1C(C2=CC=CC(=C2C1=O)O)=O)=O